N1CC(CC1)C1=NN2C(=NC=CC2=O)S1 2-pyrrolidin-3-yl-[1,3,4]thiadiazolo[3,2-a]pyrimidin-5-one